methyl-1,9-nonanediol diacrylate C(C=C)(=O)OC(CCCCCCCCOC(C=C)=O)C